C(C)(C)(C)C1=CC=C(C=C1)CC#N (4-tert-butylphenyl)acetonitrile